FC1=C2C=CNC2=C(C=C1)CNC1=NC=CC=C1C=1NC=CN1 N-((4-fluoro-1H-indol-7-yl)methyl)-3-(1H-imidazol-2-yl)pyridine-2-amine